C(C1=CC=CC=C1)OC1=C(N2C(C3=C(C=CC=C13)C1=CC=CC=C1)=NC=N2)C(=O)NCC(=O)OCC ethyl (6-(benzyloxy)-10-phenyl-[1,2,4]triazolo[5,1-a]isoquinoline-5-carbonyl)glycinate